(3-(difluoromethoxy)-5-nitrophenyl)(morpholino)methanone FC(OC=1C=C(C=C(C1)[N+](=O)[O-])C(=O)N1CCOCC1)F